CC[Si](C)(C)P(O)(O)=O methyltrimethylsilylphosphonic acid